CN([C@H]1CCC2CNCC21)C (4S)-N,N-dimethyl-1,2,3,3a,4,5,6,6a-octahydrocyclopenta[c]pyrrol-4-amine